2-((3-Chlorophenyl)amino)-N-(mesitylsulfonyl)acetamide ClC=1C=C(C=CC1)NCC(=O)NS(=O)(=O)C1=C(C=C(C=C1C)C)C